3-(methylamino)azepan CNC1CNCCCC1